Cl[C@@](C#N)(CCl)C (S)-2,3-dichloro-2-methylpropanenitrile